Tert-butyl (S)-4-((3-chloro-2,4-difluorophenyl) (methyl) carbamoyl)-3-(1-methyl-7-(trifluoromethyl)-1H-imidazo[4,5-b]pyridin-5-yl)-2-oxoimidazolidine-1-carboxylate ClC=1C(=C(C=CC1F)N(C(=O)[C@H]1N(C(N(C1)C(=O)OC(C)(C)C)=O)C1=CC(=C2C(=N1)N=CN2C)C(F)(F)F)C)F